NC1=C(C(=CC=C1)Cl)N1C=NC(=C(C1=O)C(=O)OC)N(CC1=CC=C(C=C1)OC)CC1=CC=C(C=C1)OC methyl 1-(2-amino-6-chlorophenyl)-4-(bis(4-methoxybenzyl)amino)-6-oxo-1,6-dihydropyrimidine-5-carboxylate